ClC1=C(C(=CC=C1)Cl)N1N=C(C(=C1)NC1=CC=C(C=C1)C=1N=NC=CC1C(F)(F)F)C(=O)N 1-(2,6-dichlorophenyl)-4-((4-(4-(trifluoromethyl)pyridazin-3-yl)phenyl)amino)-1H-pyrazole-3-carboxamide